(1S,3S,4S,7S)-7-fluoro-3-(hydroxymethyl)-2-azabicyclo[2.2.1]Heptane-2-carboxylic acid tert-butyl ester C(C)(C)(C)OC(=O)N1[C@H]2CC[C@@H]([C@H]1CO)[C@@H]2F